S1C=NC2=C1C=CC(=C2)[C@H]2N(C[C@@H](C(C2)OC)C)C(C(=O)NC=2C=C(C(=NC2)NC(OC(C)(C)C)=O)C2CC2)=O tert-butyl N-[5-[[2-[(2S,5S)-2-(1,3-benzothiazol-5-yl)-4-methoxy-5-methyl-1-piperidyl]-2-oxo-acetyl]amino]-3-cyclopropyl-2-pyridyl]carbamate